FC=1C=C(C(=O)CC#N)C=C(C1F)F 3,4,5-trifluorobenzoyl-acetonitrile